N[C@H](C(=O)OC)C(C)(C)C methyl (2S)-2-amino-3,3-dimethyl-butyrate